4-(diethylamino)bromobenzene C(C)N(C1=CC=C(C=C1)Br)CC